CP(=O)(C)C1=C(C=CC=C1)NC=1N=C(N=NC1C(=O)N)NC=1C=C2CCNCC2=CC1OC ((2-(dimethylphosphoryl)phenyl)amino)-3-((7-methoxy-1,2,3,4-tetrahydroisoquinolin-6-yl)amino)-1,2,4-triazine-6-carboxamide